Cl.OCC(OC=1C=2N(C=C(C1)C=1N=NN(C1C)C1CCNCC1)N=CC2C#N)C2=CN=CC1=CC=CC=C21 4-[2-Hydroxy-1-(4-isoquinolyl)ethoxy]-6-[5-methyl-1-(4-piperidyl)triazol-4-yl]pyrazolo[1,5-a]pyridine-3-carbonitrile HCl